COC1=C(C=CC(=C1)C#CC)C=1C=2N(C(=NN1)S)N=CC2 4-(2-Methoxy-4-(prop-1-yn-1-yl)phenyl)pyrazolo[1,5-d][1,2,4]triazine-7-thiol